1-((Cis)-4-(4-amino-3-(4-phenoxyphenyl)-1H-pyrazolo[3,4-d]pyrimidin-1-yl)cyclohexyl)-1H-pyrazole-4-carboxylic acid ethyl ester C(C)OC(=O)C=1C=NN(C1)[C@@H]1CC[C@@H](CC1)N1N=C(C=2C1=NC=NC2N)C2=CC=C(C=C2)OC2=CC=CC=C2